N-(2-(4-(1H-indol-3-yl)piperidin-1-yl)ethyl)-4-butoxybenzamide N1C=C(C2=CC=CC=C12)C1CCN(CC1)CCNC(C1=CC=C(C=C1)OCCCC)=O